lithium 1,4-bis(2-ethylhexoxy)-1,4-dioxobutane-2-sulfonate C(C)C(COC(C(CC(=O)OCC(CCCC)CC)S(=O)(=O)[O-])=O)CCCC.[Li+]